N-(5-bromo-1H-indol-7-yl)acetamide BrC=1C=C2C=CNC2=C(C1)NC(C)=O